1-(prop-2-yn-1-yl)-1H-indole-6-carbonitrile C(C#C)N1C=CC2=CC=C(C=C12)C#N